12,12-dimethoxy-5,9-dimethyldodec-8-en-2-ol COC(CCC(=CCCC(CCC(C)O)C)C)OC